2-(benzyloxy)-N-(5-(3-chlorobenzyl)-4-(hydroxymethyl)thiazol-2-yl)acetamide C(C1=CC=CC=C1)OCC(=O)NC=1SC(=C(N1)CO)CC1=CC(=CC=C1)Cl